C(C)(=O)C1=CN(C(C2=CC(=C(C=C12)F)F)=O)C 4-acetyl-6,7-difluoro-2-methylisoquinolin-1(2H)-one